C(C)C(CC(CC=O)CCCN(C)C)=O 1-ethyl-3-(3-dimethylaminopropyl)(glutaraldehyde)